ClC1=CC(=C(C(=N1)C1=CC=C(C=C1)CN1CCOCC1)NC(C)=O)C N-(6-chloro-4-methyl-2-(4-(morpholinomethyl)phenyl)pyridin-3-yl)acetamide